C(CCC)C1(CS(C2=C(N(C1)C1=CC=C(C=C1)F)C=C(C(=C2)O)SC)(=O)=O)CC 3-Butyl-3-ethyl-5-(4-fluorophenyl)-8-hydroxy-7-(methylthio)-2,3,4,5-tetrahydro-1,5-benzothiazepine 1,1-dioxide